(l)-3-(2-(4-Methoxybenzoyl)-1,2,3,4-tetrahydroisoquinolin-5-yl)-3-(4-acetylaminophenyl)phenylpropionic acid ethyl ester C(C)OC(C(C)C=1CC(C=CC1)(C1=CC=C(C=C1)NC(C)=O)C1=C2CCN(CC2=CC=C1)C(C1=CC=C(C=C1)OC)=O)=O